N[C@@H](CO)C(=O)OCC ethyl L-serinate